5-((6'-Chloro-3,4'-difluoro-[2,3'-bipyridin]-5-yl)methyl)-1,1-difluoro-5-azaspiro[2.3]hexane ClC1=CC(=C(C=N1)C1=NC=C(C=C1F)CN1CC2(CC2(F)F)C1)F